N1(N=CN=C1)C1=CC=C(C=C1)C(C)N1C(C=2N([C@@H](C1)CO)N=C1C2CN([C@@H](C1)C)C(C1=CC(=C(C=C1)Cl)Cl)=O)=O (3R,7S)-9-(1-(4-(1H-1,2,4-Triazol-1-yl)phenyl)ethyl)-2-(3,4-dichlorobenzoyl)-7-(hydroxymethyl)-3-methyl-1,2,3,4,8,9-hexahydropyrido[4',3':3,4]pyrazolo[1,5-a]pyrazin-10(7H)-one